[5-carboxy-1-(1-hydroxyethyl)pentyl]ammonium C(=O)(O)CCCCC(C(C)O)[NH3+]